CC=1C(=C(C(C(=O)N)=CC1)C(=O)N)C Dimethyl-phthalamide